COC1=NC(=NC(=N1)C)NC(=O)C1=C(C=CC=C1)S(=O)(=O)N [[(4-methoxy-6-methyl-1,3,5-triazin-2-yl)amino]carbonyl]benzenesulfonamide